tert-butyl 4-(5-cyclopropyl-1H-pyrazol-3-yl)piperazine-1-carboxylate C1(CC1)C1=CC(=NN1)N1CCN(CC1)C(=O)OC(C)(C)C